tert-Butyl (R)-3-(((6-(4-(3-(tert-butyl)phenoxy)butyl)benzo[d]oxazol-2-yl)amino)methyl)pyrrolidine-1-carboxylate C(C)(C)(C)C=1C=C(OCCCCC2=CC3=C(N=C(O3)NC[C@@H]3CN(CC3)C(=O)OC(C)(C)C)C=C2)C=CC1